(2R,4S)-1-[(2R)-2-(4-cyclopropyltriazol-1-yl)-3,3-dimethyl-butanoyl]-4-hydroxy-N-(2-methyl-4,5,6,7-tetrahydroindazol-4-yl)pyrrolidine-2-carboxamide C1(CC1)C=1N=NN(C1)[C@@H](C(=O)N1[C@H](C[C@@H](C1)O)C(=O)NC1C2=CN(N=C2CCC1)C)C(C)(C)C